C(CCCCCC#C)OS(=O)(=O)C1=CC=C(C=C1)C Oct-7-yn-1-yl-4-methylbenzenesulfonate